Oxinan O1CCCCC1